3-bromo-5-{hexahydro-1H-furo[3,4-c]pyrrol-5-yl}-1-methyl-1H-1,2,4-triazole BrC1=NN(C(=N1)N1CC2C(C1)COC2)C